N-{(S)-1-(3-Fluoro-phenyl)-3-[3-(5-isobutyryl-2-methyl-4,5,6,7-tetrahydro-imidazo[4,5-c]pyridin-3-yl)-8-aza-bicyclo[3.2.1]oct-8-yl]-propyl}-acetamide FC=1C=C(C=CC1)[C@H](CCN1C2CC(CC1CC2)N2C(=NC1=C2CN(CC1)C(C(C)C)=O)C)NC(C)=O